ClC=1C=NC(=NC1)CN1C(=NC(=C1)C(F)(F)F)C(F)F 5-chloro-2-[[2-(difluoromethyl)-4-(trifluoromethyl)imidazol-1-yl]methyl]pyrimidine